sodium butylparaben salt C(CCC)OC(=O)C1=CC=C(O)C=C1.[Na]